Tert-butyl-((6,6-dibromobicyclo[3.1.0]hex-3-yl)oxy)dimethylsilane methyl-3-fluoro-4-(2-hydroxyethoxy)benzoate COC(C1=CC(=C(C=C1)OCCO)F)=O.C(C)(C)(C)[Si](C)(C)OC1CC2C(C2C1)(Br)Br